N[C@@H]1CN(CC1)C(=O)N1CCN(C2=CC=CC=C12)CC1=CC=C(C=C1)F (S)-(3-Aminopyrrolidin-1-yl)(4-(4-fluorobenzyl)-3,4-dihydroquinoxaline-1(2H)-yl)methanone